3-(5-(((1R,2S)-2-(((2-fluoropyridin-3-yl)methyl)amino)cyclohexyl)methyl)-1-oxoisoindolin-2-yl)piperidine-2,6-dione FC1=NC=CC=C1CN[C@@H]1[C@H](CCCC1)CC=1C=C2CN(C(C2=CC1)=O)C1C(NC(CC1)=O)=O